O=C1NC(CCC1OC1=CC(=C(C(=C1)F)N1CCN(CC1)C(=O)OC(C)(C)C)F)=O tert-butyl 4-[4-[(2,6-dioxo-3-piperidyl)oxy]-2,6-difluoro-phenyl]piperazine-1-carboxylate